N-(3-(1H-1,2,4-triazol-3-yl)phenyl)-2-(2-methylpyridin-4-yl)-1H-pyrrolo[3,2-c]pyridin-6-amine N1N=C(N=C1)C=1C=C(C=CC1)NC1=CC2=C(C=N1)C=C(N2)C2=CC(=NC=C2)C